(S)-N-((6-methyl-5-(pyrazolo[1,5-a]pyridin-6-yl)-2,3-dihydro-1H-inden-4-yl)carbamoyl)-1-(oxetan-2-ylmethyl)-1H-pyrazole-3-sulfonamide CC1=C(C(=C2CCCC2=C1)NC(=O)NS(=O)(=O)C1=NN(C=C1)C[C@H]1OCC1)C=1C=CC=2N(C1)N=CC2